Indene mandelate C(C(O)C1=CC=CC=C1)(=O)O.C1C=CC2=CC=CC=C12